C(CC1=C(C=CC(=C1)N)NC1=CC=CC=C1)C1=C(C=CC(=C1)N)NC1=CC=CC=C1 (ethane-1,2-diyl)bis(N-phenylbenzene-1,4-diamine)